ClC1=NN(C(C=C1C(F)(F)F)=O)[C@H](C(=O)N[C@@H](CC(=O)OCC)C=1C=C(C=C(C1F)C)C1=C(C=C(C=C1C)F)CCCC=CC)CCC=C Ethyl (S)-3-((S)-2-(3-chloro-6-oxo-4-(trifluoromethyl)pyridazin-1(6H)-yl)hex-5-enamido)-3-(4,4'-difluoro-2'-(hex-4-en-1-yl)-5,6'-dimethyl-[1,1'-biphenyl]-3-yl)propanoate